C(C)OC=1C=C(C=O)C=CC1OCCC=CCC(C)C 3-ethoxy-4-((6-methylhept-3-en-1-yl)oxy)benzaldehyde